N[C@@H](C(=O)NC1=CC(=C(C=C1)C1=C2C(=NC=C1)NC=C2)OC)CC(C)(C)C (2R)-2-Amino-N-[3-methoxy-4-(1H-pyrrolo[2,3-b]pyridin-4-yl)phenyl]-4,4-dimethyl-Pentanamide